tert-butyl (2-chloro-5-(4-methylpiperazin-1-yl)phenyl)carbamate ClC1=C(C=C(C=C1)N1CCN(CC1)C)NC(OC(C)(C)C)=O